N'-[4-[4-[2-[3-[(dimethylamino)methyl]phenyl]-1H-pyrrolo[2,3-B]pyridin-4-yl]-1-ethyl-1H-pyrazol-3-yl]phenyl]-N,N-dimethylurea CCN1C=C(C(=N1)C2=CC=C(C=C2)NC(=O)N(C)C)C3=C4C=C(NC4=NC=C3)C5=CC=CC(=C5)CN(C)C